bicyclohexane-4,4'-diol C1(CCC(CC1)O)C1CCC(CC1)O